N1CCCC2=CC=CC=C12 (R)-1,2,3,4-tetrahydroquinoline